2-methyl-1-propionylnaphthalene CC1=C(C2=CC=CC=C2C=C1)C(CC)=O